ClC1=CC=C(CCN2C(N(C3=CC=CC=C3C2=O)CC2=CC=C(C=C2)/C=C/C(=O)NO)=O)C=C1 (E)-3-(4-((3-(4-chlorophenethyl)-2,4-dioxo-3,4-dihydroquinazolin-1(2H)-yl)methyl)phenyl)-N-hydroxyacrylamide